4-epoxy-5-methylcyclohexylmethyl-3,4-epoxy-5-methylcyclohexanecarboxylate CC1(C2(C(CC(C1)C(=O)[O-])O2)CC21C(CCCC2)O1)C